C(C#C)N(C1=CC=C(C=C1)C)CC#C N,N-bis(2-propynyl)-4-methylaniline